4-oxo-1-[3-(pyridin-3-yl)-1,2,4-thiadiazol-5-yl]-1,4-dihydro-1,8-naphthyridine-3-carboxylic acid O=C1C(=CN(C2=NC=CC=C12)C1=NC(=NS1)C=1C=NC=CC1)C(=O)O